2-((2-oxo-4-(thiazol-5-yl)pyridin-1(2H)-yl)methyl)oxazole-4-carboxylic acid O=C1N(C=CC(=C1)C1=CN=CS1)CC=1OC=C(N1)C(=O)O